C[C@]12CCCCC1CC[C@@H]3[C@@H]2CC[C@]4([C@H]3CCC4=CC(O)(O)OS(=O)(=O)O)C pregnenetriol sulfate